2-(azetidin-1-yl)pyrimidine-4-carbonitrile N1(CCC1)C1=NC=CC(=N1)C#N